[C@@H]1([C@H](O)[C@@H](O)[C@@H](O)[C@H](O1)CO)O[C@H]1[C@@H]([C@H]([C@@H](O[C@@H]1COCC1=CC=CC=C1)OC[C@@H]1[C@@H]([C@@H]([C@H]([C@@H](OC)O1)NC(C)=O)O[C@H]1[C@H](O)[C@@H](O)[C@@H](O)[C@H](O1)CO)O)NC(C)=O)OCC1=CC=CC=C1 Methyl β-D-galactopyranosyl-(1→4)-2-acetamido-3,6-di-O-benzyl-2-deoxy-β-D-glucopyranosyl-(1→6)-[β-D-galactopyranosyl-(1→3)]-2-acetamido-2-deoxy-α-D-galactopyranoside